ClC1=NN2C(C(=N1)NC=1N=CN(C1)C=1C=C(C#N)C=CC1)=CC=C2 3-(4-((2-chloropyrrolo[2,1-f][1,2,4]triazin-4-yl)amino)-1H-imidazol-1-yl)benzonitrile